C1CCC2=CC(=CC=C12)OC1=C(C=C(C=C1)C1C=2C(NC(C1)=O)=NNC2)OC 4-[4-(2,3-Dihydro-1H-inden-5-yloxy)-3-methoxyphenyl]-2H,4H,5H,6H,7H-pyrazolo[3,4-b]pyridin-6-one